NCC=1C(=NC(=NC1)C1=C(C=CC=C1)C(C)C)NCC1=CC=C(C=C1)C=1N(C=C(N1)C(F)(F)F)C 5-(aminomethyl)-N-([4-[1-methyl-4-(trifluoromethyl)-1H-imidazol-2-yl]phenyl]methyl)-2-[2-(prop-2-yl)phenyl]pyrimidin-4-amine